C(C)(C)(C)C1=CC(=NO1)NC(OCC(Cl)(Cl)Cl)=O 2,2,2-trichloroethyl (5-(tert-butyl)isoxazol-3-yl)carbamate